NC1=C2C([C@]3([C@](OC4=C3C=CC(=C4)Br)(C2=CC=C1)O)NC(OC(C)(C)C)=O)=O tert-butyl ((4bR,9bR)-1-amino-7-bromo-4b-hydroxy-10-oxo-4b,10-dihydro-9bH-indeno[1,2-b]benzofuran-9b-yl)carbamate